C(OOOC(C)(C)CCC)(OCCC)=O t-hexylperoxy n-propyl monocarbonate